1-acetyl-N-methyl-N-{(1S)-2,2,2-trifluoro-1-[4-({7-[(1R)-1-methoxyethyl]-2-methyl-[1,3]thiazolo[5,4-b]pyridin-6-yl}amino)phenyl]ethyl}piperidine-4-carboxamide C(C)(=O)N1CCC(CC1)C(=O)N([C@H](C(F)(F)F)C1=CC=C(C=C1)NC=1C(=C2C(=NC1)SC(=N2)C)[C@@H](C)OC)C